CN1CCC(CC1)C#CC1=CC(=CC=C1)B1OC(C(O1)(C)C)(C)C 1-methyl-4-((3-(4,4,5,5-tetramethyl-1,3,2-dioxaborolan-2-yl)phenyl)ethynyl)piperidine